2-cyclopropyl-5-(4-nitrophenyl)-1,3,4-oxadiazole C1(CC1)C=1OC(=NN1)C1=CC=C(C=C1)[N+](=O)[O-]